OC(C(=O)O)C alpha-hydroxypropionic acid